(S)-2-(6-chloro-2-((S)-3,3,3-trifluoro-2-methoxy-2-methylpropionyl)-1,2,3,4-tetrahydroisoquinolin-8-yl)pyrrolidine-1-carboxylic acid tert-butyl ester C(C)(C)(C)OC(=O)N1[C@@H](CCC1)C=1C=C(C=C2CCN(CC12)C([C@](C(F)(F)F)(C)OC)=O)Cl